3-(piperidin-4-yl)quinazolin-4(3H)-one N1CCC(CC1)N1C=NC2=CC=CC=C2C1=O